[O-]S(=O)(=O)C(F)(F)F.CC1=C(C=C(C=C1)C)[SH2+] (2,5-dimethylphenyl)sulfonium triflate